methyl (1S,2r,3S,6r,7S,9r)-4-[(2S)-2-[(tert-butoxycarbonyl) amino]-3,3-dimethylbutyryl]-9-fluoro-4-azatricyclo[5.2.1.0{2,6}]decane-3-carboxylate C(C)(C)(C)OC(=O)N[C@H](C(=O)N1[C@@H]([C@H]2[C@H]3[C@@H](C[C@@H]([C@H]2C1)C3)F)C(=O)OC)C(C)(C)C